9-((2,2-difluorononyl)((1-methylpiperidin-4-yl)methyl)amino)heptadecane-1,17-diyl bis(3-butylnonanoate) C(CCC)C(CC(=O)OCCCCCCCCC(CCCCCCCCOC(CC(CCCCCC)CCCC)=O)N(CC1CCN(CC1)C)CC(CCCCCCC)(F)F)CCCCCC